CC1(CC1)C=1NC(C2=C(N1)SC(=C2)S(=O)(=O)N)=O (1-methylcyclopropyl)-4-oxo-3,4-dihydrothieno[2,3-d]pyrimidine-6-sulfonamide